(6Ar,10aR)-3-hexyl-6,6,9-trimethyl-1,2,3,4,6a,7,10,10a-octahydronaphtho[1,2-c]isochromen-11-ol C(CCCCC)C1CCC=2C=C(C3=C(OC([C@@H]4CC=C(C[C@@H]34)C)(C)C)C2C1)O